O=C1NC(CCC1N1C(C2=CC=CC(=C2C1=O)N1CCNCC1)=O)=O 2-(2,6-dioxopiperidin-3-yl)(piperazin-1-yl)isoindoline-1,3-dione